C(C)(C)(C)[Si](C1CC(C(CC1)C(=O)N)=O)(C1=CC=CC=C1)C1=CC=CC=C1 4-[tert-butyl-(diphenyl)silyl]Oxocyclohexanecarboxamide